SC(COC1=CC=C(C=C1)C(C)(C1=CC=C(C=C1)OCC(C)S)C1=CC=C(C=C1)OCC(C)S)C 1,1,1-tris(4-(2-mercaptopropoxy)phenyl)ethane